2-chloro-4,6-bis(dibutyl-amino)-s-triazine ClC1=NC(=NC(=N1)N(CCCC)CCCC)N(CCCC)CCCC